O1CCC(CC1)OC1=CC=C(C=N1)OC(N(C(C)C=1C=C2C(N(CC2=CC1)C1C(N(C(CC1)=O)COCC[Si](C)(C)C)=O)=O)C)=O (6-((tetrahydro-2H-pyran-4-yl)oxy)pyridin-3-yl)methyl(1-(2-(2,6-dioxo-1-((2-(trimethylsilyl) ethoxy)methyl)piperidin-3-yl)-3-oxoisoindolin-5-yl)ethyl)carbamate